COC1=C(C=C(C=C1)C1(CC1)N1CCOCC1)S(=O)(=O)N 2-methoxy-5-(1-morpholinocyclopropyl)benzenesulfonamide